O[C@]1(C[C@]2(CO2)CCC1)CN1C=NC2=C1C=C(C=C2)C#N |r| rac-1-(((3S,5R)-5-Hydroxy-1-oxaspiro[2.5]octan-5-yl)methyl)-1H-benzo[d]imidazole-6-carbonitrile